1-octylnonyl 8-{[4-(tert-butoxycarbonylamino)butyl]{2-[(tert-butyl)bis(methyl)siloxy]-5-(undecyloxycarbonyl)pentyl}amino}-7-[(tert-butyl)bis(methyl) siloxy]octanoate C(C)(C)(C)OC(=O)NCCCCN(CC(CCCCCC(=O)OC(CCCCCCCC)CCCCCCCC)O[Si](C)(C)C(C)(C)C)CC(CCCC(=O)OCCCCCCCCCCC)O[Si](C)(C)C(C)(C)C